C(C1=CC=CC=C1)OC1CN(C1)C=1N(C(C(=C(N1)C(=O)NC=1C=NOC1)O)=O)C 2-(3-(benzyloxy)azetidin-1-yl)-5-hydroxy-N-(isoxazol-4-yl)-1-methyl-6-oxo-1,6-dihydropyrimidine-4-carboxamide